3-(4-ethylphenyl)quinoline C(C)C1=CC=C(C=C1)C=1C=NC2=CC=CC=C2C1